2-[(3-chloropyridine-2-carbonyl)amino]-4-[2-phenoxyethyl-[4-(5,6,7,8-tetrahydro-1,8-naphthyridin-2-yl)butyl]amino]butanoic acid ClC=1C(=NC=CC1)C(=O)NC(C(=O)O)CCN(CCCCC1=NC=2NCCCC2C=C1)CCOC1=CC=CC=C1